C(C)NC1=NC=C(C=N1)C(=O)N(C1=CC(=CC=C1)OC(CCNC)C1=CC=CC=C1)C 2-(ethylamino)-N-methyl-N-(3-(3-(methylamino)-1-phenylpropoxy)phenyl)pyrimidine-5-carboxamide